FC(C(C)(C)OCC=CC(C)(S(=O)N)C)(C)F (2-((3,3-difluoro-2-methylbutan-2-yl)oxy)ethylidene)-2-methylpropane-2-sulfinamide